ClC=1C=C(C=CC1)[C@@H]1[C@H](C1)C(=O)NC1=NC(=CC(=C1)NCC=1N=C2N(C=C(C=C2)C2CC2)C1)O (1S,2S)-2-(3-chlorophenyl)-N-(4-(((6-cyclopropylimidazo[1,2-a]pyridin-2-yl)methyl)amino)-6-hydroxypyridin-2-yl)cyclopropane-1-carboxamide